C(C)OC(=O)C=1C(=NC(=NC1)N1CC(N(CC1)C(=O)OC(C)(C)C)(C)C)C 2-(4-(tert-Butoxycarbonyl)-3,3-dimethylpiperazin-1-yl)-4-methylpyrimidine-5-carboxylic acid ethyl ester